4-((4-butyl-2,6-difluorophenyl)ethynyl)-4'-chloro-2,3'-difluoro-1,1'-biphenyl C(CCC)C1=CC(=C(C(=C1)F)C#CC1=CC(=C(C=C1)C1=CC(=C(C=C1)Cl)F)F)F